Acryloyloxyicosyl dihydrogen phosphate P(=O)(OCCCCCCCCCCCCCCCCCCCCOC(C=C)=O)(O)O